BrC=1C=CC(=C2C=C(C=NC12)F)C[C@@H](C(=O)OC)N=C(C1=CC=CC=C1)C1=CC=CC=C1 methyl (S)-3-(8-bromo-3-fluoroquinolin-5-yl)-2-((diphenylmethylene)amino)propanoate